4-nitrobenzoic acid 2-(((4-methoxy-3,5-dimethylpyridin-2-yl) methyl) sulfinyl)-1H-benzo[d]imidazol-5-yl ester COC1=C(C(=NC=C1C)CS(=O)C1=NC2=C(N1)C=CC(=C2)OC(C2=CC=C(C=C2)[N+](=O)[O-])=O)C